C1=CC(=CC=C1C(C(=O)O)N)O D-(-)-p-hydroxyphenylglycine